8-methoxy-3-[2-(2,2,2-trifluoroethoxy)pyrimidin-5-yl]-2-(trifluoromethyl)-4H-pyrido[1,2-a]pyrimidin-4-one COC1=CC=2N(C(C(=C(N2)C(F)(F)F)C=2C=NC(=NC2)OCC(F)(F)F)=O)C=C1